5-{2-[(3-methyl-4-phenylphenyl)oxy]-5-[(2-nitrophenyl)amino]phenyl}-1H-pyrrole-2-carboxylic acid CC=1C=C(C=CC1C1=CC=CC=C1)OC1=C(C=C(C=C1)NC1=C(C=CC=C1)[N+](=O)[O-])C1=CC=C(N1)C(=O)O